dihydronaphthoic Acid C1(CC=CC2=CC=CC=C12)C(=O)O